CN(C)CCC(CCC)Br N,N-dimethylaminoethyl-bromobutane